C(C)(=O)NC=1C=CC(=C(C(=O)N[C@H](C)C2=CC(=CC=C2)C=2SC(=CC2)CNC(C)=O)C1)C (R)-5-acetamido-N-(1-(3-(5-(acetamidomethyl)thiophen-2-yl)phenyl)ethyl)-2-methylbenzamide